NCCCCCCCC(=O)NC1=C(C(=O)NC=2SC(=C(N2)C)[N+](=O)[O-])C=CC=C1 2-(8-aminooctanamido)-N-(4-methyl-5-nitrothiazol-2-yl)benzamide